NC1=C2C(=NC(=C1)Cl)N(C=N2)[C@H]2[C@@H]([C@@]([C@H](O2)COC(C(=O)O)(C(=O)O)CC2=CC=C(C=C2)N2C(NCCC2)=O)(O)C#C)O 2-(((2R,3S,4R,5R)-5-(7-amino-5-chloro-3H-imidazo[4,5-B]pyridin-3-yl)-3-ethynyl-3,4-dihydroxytetrahydrofuran-2-yl)-methoxy)-2-(4-(2-oxotetrahydropyrimidin-1(2H)-yl)benzyl)malonic acid